4-(2-{2-[2-(2-{2-[2-(4-methyl-4-methyldisulfanyl-pentanoylamino)-ethoxy]-ethoxy}-ethoxy)-ethoxy]-ethoxy}-ethoxy)-pyridin CC(CCC(=O)NCCOCCOCCOCCOCCOCCOC1=CC=NC=C1)(C)SSC